N-(5-bromo-3-((2,6-dimethoxyphenyl)amino)-6-ethylpyrazin-2-yl)-6-ethoxypyridinecarboxamide BrC=1N=C(C(=NC1CC)NC(=O)C1=NC(=CC=C1)OCC)NC1=C(C=CC=C1OC)OC